2-[5-[8-[2-[3-[(3aR,6aR)-2,3,3a,4,6,6a-hexahydrofuro[2,3-c]pyrrol-5-yl]prop-1-ynyl]-4-pyridyl]-3,8-diazabicyclo[3.2.1]octan-3-yl]-6-amino-pyridazin-3-yl]phenol O1CC[C@H]2[C@@H]1CN(C2)CC#CC2=NC=CC(=C2)N2C1CN(CC2CC1)C=1C=C(N=NC1N)C1=C(C=CC=C1)O